Ethyl-Maleimide C(C)C=1C(=O)NC(C1)=O